(R)-2-(2,2-difluoro-7-methyl-3-oxo-6-(perfluorophenyl)-2,3-dihydro-4H-benzo[b][1,4]oxazin-4-yl)propanoic acid FC1(C(N(C2=C(O1)C=C(C(=C2)C2=C(C(=C(C(=C2F)F)F)F)F)C)[C@@H](C(=O)O)C)=O)F